2-{3-[(3S)-3-(propan-2-yl)piperazin-1-yl]-1,2,4-triazin-6-yl}-5-([1,3]thiazolo[5,4-b]pyridin-2-yl)phenol CC(C)[C@H]1CN(CCN1)C=1N=NC(=CN1)C1=C(C=C(C=C1)C=1SC2=NC=CC=C2N1)O